5-(1-(adamantan-1-ylmethyl)-5-methyl-1H-pyrazol-4-yl)-1-(6-(benzo[d]thiazol-2-ylamino)pyridazin-3-yl)-2,2-dimethylindoline-4-carboxylic acid C12(CC3CC(CC(C1)C3)C2)CN2N=CC(=C2C)C2=C(C=3CC(N(C3C=C2)C=2N=NC(=CC2)NC=2SC3=C(N2)C=CC=C3)(C)C)C(=O)O